C(#N)C1=C(C=CC(=C1)F)SC=1C=2N(C=C(C1)C=1C=NN(C1)C1CCN(CC1)C([C@@H](C)O)=O)N=CC2C#N (R)-4-((2-cyano-4-fluorophenyl)thio)-6-(1-(1-(2-hydroxypropanoyl)piperidin-4-yl)-1H-pyrazol-4-yl)pyrazolo[1,5-a]pyridine-3-carbonitrile